[C+4].[O-2].[In+3] indium oxide carbon